molybdenum oxide manganese-molybdenum [Mo].[Mn].[Mo]=O